C(C1=CC=CC=C1)SC1=CC=C(C=C1)CC=1C(=NC=2N(C1N(C)C)N=CN2)C 6-[(4-benzylsulfanylphenyl)methyl]-N,N,5-trimethyl-[1,2,4]triazolo[1,5-a]pyrimidin-7-amine